C1(=CC=CC=C1)C1=C(C2=CC=CC=C2C=C1)O phenylnaphthaleneol